CN(C1=C(C(=NC=2N1N=CN2)OC)CC2=CC=C(C=C2)[SH2](=O)C=N)C (S)-(4-{[7-(dimethylamino)-5-methoxy-[1,2,4]triazolo[1,5-a]pyrimidin-6-yl]methyl}phenyl)(imino)methyl-λ6-sulfanone